tert-butyl (2-(pyrazine-2-carboxamido)phenyl)carbamate N1=C(C=NC=C1)C(=O)NC1=C(C=CC=C1)NC(OC(C)(C)C)=O